FC1=C(C(=C(C(=C1N=C=O)F)N=C=O)F)F tetrafluoro-1,3-phenylene diisocyanate